C(OCC=1C(O)=CC=CC1)(OCC=1C(O)=CC=CC1)=O bissalicyl carbonate